1-(6-(azetidin-1-yl)-4-methylpyridin-3-yl)ethan-1-ol N1(CCC1)C1=CC(=C(C=N1)C(C)O)C